O1C[C@H](CCC1)NC(OCC1=CC=CC=C1)=O Benzyl (3S)-oxan-3-ylcarbamate